C12C(CC(C=C1)C2)CN(CC)CC N-(bicyclo[2.2.1]hept-5-en-2-ylmethyl)-N-ethylethanamine